S1[As](SCC1)C1=CC=C(C=C1)N(C(=O)[C@H]1CN(CC1)CC(=O)N(C)C)CC1CNCC1 (3R)-N-(4-(1,3,2-dithiarsolan-2-yl)phenyl)-1-(2-(dimethylamino)-2-oxoethyl)-N-(pyrrolidin-3-ylmethyl)pyrrolidine-3-carboxamide